C(C)C1C(CCCC1)(P(O)(O)=O)CC(F)(F)F.BrCCOC=1C=C(C=CC1)CO (3-(2-bromoethoxy)phenyl)methanol ethyl-(2,2,2-trifluoroethyl)cyclohexylphosphonate